C1=CC(=C(C=C1[N+](=O)[O-])[N+](=O)[O-])Br The molecule is an organobromine compound that is bromobenzene substituted at C-2 and -4 with nitro groups. It is an organobromine compound and a C-nitro compound.